(S)-3-hydroxy-1-(2-hydroxy-2-(2-methoxyphenyl)ethyl)-2-methylpyridin-4(1H)-one OC1=C(N(C=CC1=O)C[C@H](C1=C(C=CC=C1)OC)O)C